ClC=1C=C2/C(/C(NC2=CC1)=O)=C/1\C(N(/C(/S1)=N/C1=CC=C(C=C1)S(=O)(=O)N)C1CC1)=O 4-(((Z)-5-((Z)-5-chloro-2-oxoindoline-3-ylidene)-3-cyclopropyl-4-oxothiazolidin-2-ylidene)amino)benzenesulfonamide